The molecule is a monocarboxylic acid anion that is the conjugate base of N-acetyl-1-methyl-L-histidine, obtained by deprotonation of the carboxy group; major species at pH 7.3. It has a role as a human blood serum metabolite. It is a conjugate base of a N-acetyl-1-methyl-L-histidine. CC(=O)N[C@@H](CC1=CN(C=N1)C)C(=O)[O-]